4-((1-methylcyclopropyl)amino)-2-(((S)-2,3,4,5-tetrahydro-3-hydroxybenzo[b][1,4]oxazepin-7-yl)amino)pyrimidine-5-carboxamide CC1(CC1)NC1=NC(=NC=C1C(=O)N)NC1=CC2=C(OC[C@H](CN2)O)C=C1